ClC1=NC(=CC(=C1)C=1C(=NN2C1N=C(C=C2)NC2CN1CCC2CC1)C=1C=C(C#N)C=CC1)C 3-[3-(2-chloro-6-methyl-4-pyridinyl)-5-(quinuclidin-3-ylamino)pyrazolo[1,5-a]pyrimidin-2-yl]benzonitrile